4-(4-bromobenzyl)-1-(tert-butoxycarbonyl)piperidine-4-carboxylic acid BrC1=CC=C(CC2(CCN(CC2)C(=O)OC(C)(C)C)C(=O)O)C=C1